6-chloro-N-((1r,4r)-4-methoxycyclohexyl)-2-(methylthio)pyrimidine-4-carboxamide ClC1=CC(=NC(=N1)SC)C(=O)NC1CCC(CC1)OC